NC1=NN2C(C3=C(C(=C2C(=O)OC)OCC2=CC=CC=C2)SC=C3)=N1 methyl 2-amino-6-(benzyloxy)thieno[3,2-c][1,2,4]triazolo[1,5-a]pyridine-5-carboxylate